FC1=NC(=CC(=C1)NC=1C=C2C(=C(N1)C(=O)NC1CCC13CCCC3)NN=C2)F 5-[(2,6-difluoro-4-pyridyl)amino]-N-spiro[3.4]octan-3-yl-1H-pyrazolo[3,4-c]pyridine-7-carboxamide